N-[6-(difluoromethoxy)-1,3-benzothiazol-2-yl]-5-methylbicyclo[3.3.1]nonane-1-carboxamide FC(OC1=CC2=C(N=C(S2)NC(=O)C23CCCC(CCC2)(C3)C)C=C1)F